BrC=1C=C(C=CC1)C1(CC(C1)CS(=O)(=O)[O-])C1=NN=CN1C [3-(3-bromophenyl)-3-(4-methyl-1,2,4-triazol-3-yl)cyclobutyl]methanesulfonate